The molecule is an unsaturated fatty acyl-CoA that results from the formal condensation of the thiol group of coenzyme A with the carboxy group of (21Z,24Z,27Z,30Z)-hexatriacontatetraenoic acid. It is an unsaturated fatty acyl-CoA and an ultra-long-chain fatty acyl-CoA. It is a conjugate acid of a (21Z,24Z,27Z,30Z)-hexatriacontatetraenoyl-CoA(4-). CCCCC/C=C\\C/C=C\\C/C=C\\C/C=C\\CCCCCCCCCCCCCCCCCCCC(=O)SCCNC(=O)CCNC(=O)[C@@H](C(C)(C)COP(=O)(O)OP(=O)(O)OC[C@@H]1[C@H]([C@H]([C@@H](O1)N2C=NC3=C(N=CN=C32)N)O)OP(=O)(O)O)O